hexyl 3,4,6-trihydroxy-2-methoxy-5-oxo-5H-benzocycloheptene-8-carboxylate OC1=C(C2=C(C=C(C=C(C2=O)O)C(=O)OCCCCCC)C=C1OC)O